N1=CC=C2C=CC3=NC=CC4=CC=C1C2=C34 1,6-diaza-pyrene